1,2,4-triazol-3-carboxylic acid methyl ester COC(=O)C1=NNC=N1